ClC=1C(=C(C(=CC1N1C[C@](CC1)(OC)C=O)F)S(=O)(=O)N(C1=NC(=CC=C1)F)CC1=C(C=C(C=C1)OC)OC)F (S)-3-chloro-N-(2,4-dimethoxybenzyl)-2,6-difluoro-N-(6-fluoropyridin-2-yl)-4-(3-formyl-3-methoxypyrrolidin-1-yl)benzenesulfonamide